3-bromobenzofuran-7-carbonitrile BrC1=COC2=C1C=CC=C2C#N